N-methyl-2-(methylsulfonyl)ethan-1-amine CNCCS(=O)(=O)C